C(C1=CC=CC=C1)(=O)NC(N[C@H]1CN(CCC1)C(=O)OC(C)(C)C)=S tert-butyl (R)-3-(3-benzoylthioureido)piperidine-1-carboxylate